ClC=1C(=NN(C1)C(=O)N1CC2CN(CC2C1)CC1=CC(=CC=C1)OC1=CC=C(C=C1)Cl)C(=O)O 4-chloro-1-(5-(3-(4-chlorophenoxy)benzyl)octahydro-pyrrolo[3,4-c]pyrrole-2-carbonyl)-1H-pyrazole-3-carboxylic acid